[18F]C(C(=O)O)C 2-[18F]fluoropropanoic acid